3,3',4,4'-tetra(t-butyldioxycarbonyl)benzophenone C(C)(C)(C)OOC(=O)C=1C=C(C(=O)C2=CC(=C(C=C2)C(=O)OOC(C)(C)C)C(=O)OOC(C)(C)C)C=CC1C(=O)OOC(C)(C)C